C(C1=CC=CC=C1)N1C[C@H](C[C@H](C1)C)O (3S,5R)-1-benzyl-5-methylpiperidin-3-ol